C1(CC1)CNC(C=1C(C(=O)NCC2CC2)=CC(=CC1)[N+](=O)[O-])=O N1,N2-bis(cyclopropylmethyl)-4-nitrophthalamide